BrC1=CC(=C(C=C1F)CC(=O)OC)Cl Methyl 2-(4-bromo-2-chloro-5-fluoro-phenyl)acetate